CN(C(C=C)=O)C1CC(C1)OC=1C=2N(C=C(N1)C=1C=NN(C1)[C@H]1COCC1)N=CC2 (R)-N-methyl-N-(3-((6-(1-(tetrahydrofuran-3-yl)-1H-pyrazol-4-yl)pyrazolo[1,5-a]pyrazin-4-yl)oxy)cyclobutyl)acrylamide